C(CCCCCC\C=C/C\C=C/CCCCC)C(O[Si](OCCCCCCN(CCO)CCO)(C)C)OCC(SSCCCCCCCCCC)CCCCCCCC 13-((8Z,11Z)-heptadeca-8,11-dien-1-yl)-3-(2-hydroxyethyl)-11,11-dimethyl-16-octyl-10,12,14-trioxa-17,18-dithia-3-aza-11-silaoctacosan-1-ol